n-octadecyl-beta-(4-hydroxy-3,5-di-tert-butyl-phenyl)-propionate C(CCCCCCCCCCCCCCCCC)OC(CCC1=CC(=C(C(=C1)C(C)(C)C)O)C(C)(C)C)=O